5-bromo-2-(dimethylphosphoryl)-3-fluoropyridine BrC=1C=C(C(=NC1)P(=O)(C)C)F